N1=CC(=C2N1C=CC=C2)C=2C=CC=1N(N2)C(=CN1)C1=CC=CC(=N1)NC1CC2(CNC2)C1 N-(6-(6-(pyrazolo[1,5-a]pyridin-3-yl)imidazo[1,2-b]pyridazin-3-yl)pyridin-2-yl)-2-azaspiro[3.3]heptan-6-amine